CC(C(=O)O)CCCCCCCCCCC 2-methyl-tridecanoic acid